OC1=C2C=CC(=NC2=C(N=C1C(=O)NCC(=O)O)C)OC1=CC=CC=C1 2-(5-hydroxy-8-methyl-2-phenoxy-1,7-naphthyridine-6-carboxamido)acetic acid